2-phenyl-2,7-diazaspiro[4.4]nonane C1(=CC=CC=C1)N1CC2(CC1)CNCC2